C(C)(C)(C)N1N=NC(=C1)C(=O)NCC1=C(C=C(C=C1)C1=C(C=NC=C1)OC1CCN(CC1)C(\C=C\CN(C)C)=O)C (E)-1-(tert-butyl)-N-(4-(3-((1-(4-(dimethylamino)but-2-enoyl)piperidin-4-yl)oxy)pyridin-4-yl)-2-methylbenzyl)-1H-1,2,3-triazole-4-carboxamide